C1(CC1)S(=O)(=O)N1N=CC(=C1)C1=NC=CC(=N1)NC1=NC=C(C(=C1)N1CCC(CC1)NCC(C)(N(C)C)C)C#CC=1C=NN(C1)C N1-(1-(2-((2-(1-(Cyclopropylsulfonyl)-1H-pyrazol-4-yl)pyrimidin-4-yl)amino)-5-((1-methyl-1H-pyrazol-4-yl)ethynyl)pyridin-4-yl)piperidin-4-yl)-N2,N2,2-trimethylpropane-1,2-diamine